(R)-3-(5-(ethoxymethyl)-2-vinylpyridin-4-yl)-10-methyl-9,10,11,12-tetrahydro-8H-[1,4]diazepino[5',6':4,5]thieno[3,2-f]quinolin-8-one C(C)OCC=1C(=CC(=NC1)C=C)C1=NC=2C=CC3=C(C2C=C1)C1=C(S3)C(N[C@@H](CN1)C)=O